ClC1=C(C=CC(=C1)[N+](=O)[O-])C1=NN=C(S1)NC(=O)C=1C(N(C2=CC=CC=C2C1O)CC)=O N-(5-(2-chloro-4-nitrophenyl)-1,3,4-thiadiazol-2-yl)-1-ethyl-4-hydroxy-2-quinolone-3-carboxamide